4-(2-(4-chloro-3-fluorophenoxy)acetamido)-3-oxobicyclo[2.2.2]octane-1-carboxylic acid ClC1=C(C=C(OCC(=O)NC23C(CC(CC2)(CC3)C(=O)O)=O)C=C1)F